CN1C=NC=C1C=1C=CC2=C(C=C(O2)C2=CC(=NC=C2)C(=O)N2CCC(CC2)[C@H](C2=CC=CC=C2)N2N=C(N=N2)C)C1 |r| (R/S)-(4-(5-(1-methyl-1H-imidazol-5-yl)benzofuran-2-yl)pyridin-2-yl)(4-((5-methyl-2H-tetrazol-2-yl)(phenyl)methyl)piperidin-1-yl)methanone